3-((5-methyl-4-nitro-1-(4-oxaspiro[2.5]octan-7-yl)-1H-pyrazol-3-yl)oxy)propan-1-ol CC1=C(C(=NN1C1CCOC2(CC2)C1)OCCCO)[N+](=O)[O-]